C12N(CC(NC1)CC2)C2=NC(=NC=1C(N(N=CC12)C1=CC(=CC2=CC=C(C(=C12)CC)F)O)=O)OC([2H])([2H])C12CCCN2CCC1 4-(2,5-Diazabicyclo[2.2.2]octan-2-yl)-7-(8-ethyl-7-fluoro-3-hydroxynaphthalen-1-yl)-2-((tetrahydro-1H-pyrrolizin-7a(5H)-yl)methoxy-d2)pyrimido[4,5-d]pyridazin-8(7H)-one